OC1=C(C=C(C=C1C(C)CC)C(C)(C)C)N1N=C2C(=N1)C=CC=C2 2-(2'-hydroxy-3'-sec-butyl-5'-tert-butylphenyl)benzotriazole